C1N(CC12CCOCC2)CC(=O)NC=2C=C(C(=NC2)C)NC(=O)C=2C=NN1C2SC(=C1)C=1C=NN2C1OCCC2 N-(5-(2-(7-oxa-2-azaspiro[3.5]nonan-2-yl)acetamido)-2-methylpyridin-3-yl)-2-(6,7-dihydro-5H-pyrazolo[5,1-b][1,3]oxazin-3-yl)pyrazolo[5,1-b]thiazole-7-carboxamide